Methyl (2S)-2-{[(tert-butoxy)carbonyl]amino}-3-(2,6-difluoro-4-hydroxyphenyl)propanoate C(C)(C)(C)OC(=O)N[C@H](C(=O)OC)CC1=C(C=C(C=C1F)O)F